O=C1N(C(CC1)=O)OC(=O)C1CCC(CC1)CN1C(C=CC1=O)=O 4-(2,5-dioxo-2,5-dihydro-pyrrol-1-yl-methyl)-cyclohexanecarboxylic acid 2,5-dioxo-pyrrolidin-1-yl ester